Benzyl 5-oxa-2-azabicyclo[5.1.0]octane-2-carboxylate C12N(CCOCC2C1)C(=O)OCC1=CC=CC=C1